C5-chloro-6-(4-methylpiperazin-1-yl)nicotinaldehyde ClC=1C(=NC=C(C=O)C1)N1CCN(CC1)C